(2R,4R)-N-(4-(tert-butyl)-2-chlorophenyl)-N-(2-(cyclohexylamino)-2-oxo-1-(pyridin-3-yl)ethyl)-4-hydroxypyrrolidine-2-carboxamide C(C)(C)(C)C1=CC(=C(C=C1)N(C(=O)[C@@H]1NC[C@@H](C1)O)C(C(=O)NC1CCCCC1)C=1C=NC=CC1)Cl